4-(1-bicyclo[1.1.1]pentyl)benzoic acid C12(CC(C1)C2)C2=CC=C(C(=O)O)C=C2